2-styryl-8-hydroxyquinoline-7-carboxylic acid C(=CC1=CC=CC=C1)C1=NC2=C(C(=CC=C2C=C1)C(=O)O)O